tert-butyl 4-{[1-(4-{(2S)-1-[4-(difluoromethyl)-2-hydroxyphenyl]-3,3-diethyl-4-oxoazetidin-2-yl}-2-fluoro-5-methoxyphenyl)piperidin-4-yl]methyl}piperazine-1-carboxylate FC(C1=CC(=C(C=C1)N1[C@H](C(C1=O)(CC)CC)C1=CC(=C(C=C1OC)N1CCC(CC1)CN1CCN(CC1)C(=O)OC(C)(C)C)F)O)F